4-((R)-3-((cyclobutylmethyl)amino)piperidin-1-yl)-1-(1-(1-(5-(dimethyl-amino)pyridin-3-yl)-1H-pyrazol-4-yl)ethyl)pyridin-2(1H)-one C1(CCC1)CN[C@H]1CN(CCC1)C1=CC(N(C=C1)C(C)C=1C=NN(C1)C=1C=NC=C(C1)N(C)C)=O